(R)-8-methyl-7-(1H-pyrazol-4-yl)-N-(pyrrolidin-3-yl)-[1,2,4]triazolo[1,5-a]pyridin-2-amine CC=1C=2N(C=CC1C=1C=NNC1)N=C(N2)N[C@H]2CNCC2